OC(C1CCN(CC1)C(=O)C=1C=CC2=C(NC(CO2)=O)C1)(C1=CC=CC=C1)C1=CC=CC=C1 6-[4-[Hydroxy(diphenyl)methyl]piperidine-1-carbonyl]-4H-1,4-benzoxazin-3-one